O1C(=NC2=C1C=CC=C2)C2=C(C(=C(C(=C2N2C1=CC=C(C=C1C=1C=C(C=CC21)C#N)C#N)C2=NC(=NC(=C2)C2=CC=CC=C2)C2=CC=CC=C2)N2C1=CC=C(C=C1C=1C=C(C=CC21)C#N)C#N)N2C1=CC=C(C=C1C=1C=C(C=CC21)C#N)C#N)N2C1=CC=C(C=C1C=1C=C(C=CC21)C#N)C#N 9,9',9'',9'''-(4-(benzo[d]oxazol-2-yl)-6-(2,6-diphenylpyrimidin-4-yl)benzene-1,2,3,5-tetrayl)tetrakis(9H-carbazole-3,6-dicarbonitrile)